C1(=CC=CC=C1)C(C1=CC=CC=C1)=NC(C(=O)OCC)(C)C1=NN(C=C1)C ethyl 2-((diphenylmethylene)amino)-2-(1-methyl-1H-pyrazol-3-yl)propanoate